(3aS,4S,6aR)-6-(((tert-butyldiphenylsilyl)oxy)methyl)-2,2-dimethyl-3a,6a-dihydro-4H-cyclopenta[d][1,3]dioxol-4-ol [Si](C1=CC=CC=C1)(C1=CC=CC=C1)(C(C)(C)C)OCC1=C[C@@H]([C@H]2[C@@H]1OC(O2)(C)C)O